CC1=CC=2N(C=C1NC=1N=CC3=C(N1)N(C(C3)=O)C3CCOCC3)N=CN2 2-((7-methyl-[1,2,4]triazolo[1,5-a]pyridin-6-yl)amino)-7-(tetrahydro-2H-pyran-4-yl)-5H-pyrrolo[2,3-d]pyrimidin-6(7H)-one